F[C@H]1C[C@H](N(C1)C(CN1CCC(CC1)NC1=C2C=CC=NC2=CC=C1)=O)C#N (2S,4S)-4-Fluoro-1-(2-(4-(chinolin-5-ylamino)piperidin-1-yl)acetyl)pyrrolidin-2-carbonitril